O.C1(=CC=CC=C1)O.C1(=CC=CC=C1)O.C1(=CC=CC=C1)O triphenol hydrate